OC=1C=C(C=CC1C(=O)O)C1=CC(C(C=C1)(C1=CC=CC=C1)C(=O)O)O 3,3'-dihydroxy-p-terphenyl-4,4'-dicarboxylic acid